3-fluoro-4-(trifluoromethyl)-benzaldehyde FC=1C=C(C=O)C=CC1C(F)(F)F